[Br-].C[N+](CC(COCCCCCCCCCCCCCCCC)OCCCCCCCCCCCCCCCC)(CCO)C dimethyl-2-hydroxyethyl-2,3-dicetyloxypropylammonium bromide